COC(NCC1=C(C=CC(=C1)F)COC1=C(C(N(C(=C1)C)C1=C(C=CC=C1F)F)=O)Br)=O 2-({[3-bromo-1-(2,6-difluorophenyl)-6-methyl-2-oxo-1,2-dihydropyridin-4-yl]oxy}methyl)-5-fluorobenzyl-carbamic acid methyl ester